NC1=CC=C(C(=C1C(=O)N(C)CCO[Si](C)(C)C(C)(C)C)F)C=1C(=C2C(=NC1)NCC21CCC1)OC 6-amino-N-(2-((tert-butyldimethylsilyl)oxy)ethyl)-2-fluoro-3-(4'-methoxy-1',2'-dihydrospiro[cyclobutane-1,3'-pyrrolo[2,3-b]pyridin]-5'-yl)-N-methylbenzamide